N-dodecyloctane-1,8-diamine C(CCCCCCCCCCC)NCCCCCCCCN